N-(3,4-dichlorophenyl)-octanamide ClC=1C=C(C=CC1Cl)NC(CCCCCCC)=O